C(C)(C)(C)OC(N[C@@H]1COC2(C1)CCNCC2)=O ((S)-1-oxa-8-azaspiro[4.5]Dec-3-yl)carbamic acid tert-butyl ester